CC=1C(=C(C=C(C1)C)O)C1=NC=2N(C=C1)N=C(N2)N2CCC1C2CN(CC1)C 3,5-Dimethyl-2-(2-(6-methyl-octahydro-1H-pyrrolo[2,3-c]pyridin-1-yl)-[1,2,4]triazolo[1,5-a]pyrimidin-5-yl)phenol